FC1=CC=CC=2C=3N(C(=NC12)NC=1C(N=CC=NC1)=O)N=C(N3)C=3C=NN(C3)C (6R)-6-{[7-fluoro-2-(1-methyl-1H-pyrazol-4-yl)[1,2,4]triazolo[1,5-c]quinazolin-5-yl]amino}-1,4-diazepin-5-one